2-HYDROXY-5-METHYL-3-(PYRROLIDIN-3-YL)BENZALDEHYDE OC1=C(C=O)C=C(C=C1C1CNCC1)C